C1(CC2C(CC1)O2)COC(=O)C2CC1C(CC2)O1.C(=CC)[Si](OC)(OC)CCC propenyl-propyldimethoxysilane 3,4-epoxycyclohexylmethyl-3,4-epoxycyclohexanecarboxylate